CC(C(CC)O)(C)NC(C=C)=O N-(1,1-dimethyl-2-hydroxybutyl)acrylamide